NC1=NC(=NN1CC(=O)C1=CC=CC=C1)NC1=CC=CC=C1 2-(5-amino-3-(phenylamino)-1H-1,2,4-triazol-1-yl)-1-phenylethan-1-one